O(C(=O)C)CO[Si](OC)(OC)CC acetoxyl-ethyl-trimethoxysilane